monoaminophenylporphyrin NC=1C(=C2NC1C=C1C=CC(=N1)C=C1C=CC(N1)=CC=1C=CC(N1)=C2)C2=CC=CC=C2